C(#N)C=1C=NN2C1C(=CC(=C2)C=2C=NN(C2)C2CCN(CC2)C(=O)OC(C)(C)C)C=2C=NC(=CC2)N2CCC(CC2)C2=CC=C(C=C2)O tert-butyl 4-[4-[3-cyano-4-[6-[4-(4-hydroxyphenyl)-1-piperidyl]-3-pyridyl]pyrazolo[1,5-a]pyridin-6-yl]pyrazol-1-yl]piperidine-1-carboxylate